CC1=C(C(=CC(=C1)C)C)S(=O)(=O)[O-].FC(C1=NC=[N+](C(=C1)N)N)(F)F 4-(trifluoromethyl)pyrimidin-1-ium-1,6-diamine, 2,4,6-trimethylbenzenesulfonate salt